ClC=1C=C(C=NC1C1=NOC(=N1)CCCCN1CCN(CC1)C=1C=C2CN(C(C2=CC1)=O)C1C(NC(CC1)=O)=O)NC(=O)NC=1C=NC=2N(C1C1CC1)N=CC2 1-[5-chloro-6-[5-[4-[4-[2-(2,6-dioxo-3-piperidyl)-1-oxo-isoindolin-5-yl]piperazin-1-yl]butyl]-1,2,4-oxadiazol-3-yl]-3-pyridyl]-3-(7-cyclopropylpyrazolo[1,5-a]pyrimidin-6-yl)urea